ClC1=CC(=C(C=C1)C1(OC2=C(O1)C=CC=C2C2CCN(CC2)CC=2N(C(=CN2)C=CC(=O)O)CCOC(F)(F)F)C)F 3-(2-((4-(2-(4-chloro-2-fluorophenyl)-2-methylbenzo[d][1,3]dioxol-4-yl)piperidin-1-yl)methyl)-1-(2-(trifluoromethoxy)ethyl)-1H-imidazol-5-yl)acrylic acid